ClC=1C=C(C=CC1F)NC(N(CC1=CC=NC=C1)C(C)C1=CNC(C2=CC=CC=C12)=O)=O 3-(3-Chloro-4-fluorophenyl)-1-(1-(1-oxo-1,2-dihydroisoquinolin-4-yl)ethyl)-1-(pyridin-4-ylmethyl)urea